NC=1C(=NC(=CC1)C1=CC=CC=C1)NC=1C=CC(=NC1)NC(C1=C(C=C(C=C1)C1=NSC(N1)=O)F)=O N-[5-[(3-amino-6-phenyl-2-pyridyl)amino]-2-pyridyl]-2-fluoro-4-(5-oxo-4H-1,2,4-thiadiazol-3-yl)benzamide